4-(4-(((4-(4-(3-oxa-8-azabicyclo[3.2.1]octan-8-yl)-7H-pyrrolo[2,3-d]pyrimidin-6-yl)phenyl)amino)methyl)-4-hydroxypiperidin-1-yl)-N,N-dimethylbut-2-ynamide C12COCC(CC1)N2C=2C1=C(N=CN2)NC(=C1)C1=CC=C(C=C1)NCC1(CCN(CC1)CC#CC(=O)N(C)C)O